COC1CC(NCC1)CNS(=O)(=O)C N-((4-methoxypiperidin-2-yl)methyl)methanesulfonamide